7-bromo-N-[(4,5-difluoro-1H-benzimidazol-2-yl)methyl]-2-(piperazin-1-yl)imidazo[2,1-f][1,2,4]triazin-4-amine BrC1=CN=C2C(=NC(=NN21)N2CCNCC2)NCC2=NC1=C(N2)C=CC(=C1F)F